ClC=1C(=C(C=CC1)C(C)(C)NC(C[C@@H]1N(CCC1)C)=O)C (R)-N-(2-(3-chloro-2-methylphenyl)propan-2-yl)-2-(1-methylpyrrolidin-2-yl)acetamide